N=1NC(NC=2C1C1CCC(C2)N1)=O 2,4,6,7,8,9-hexahydro-3H-6,9-epiminocyclohepta[e][1,2,4]triazin-3-one